CONC([O-])=O (methoxy)carbamate